5-(2-chloro-6-fluorophenyl)-2-diazo-3,5-dioxopentanoic acid methyl ester COC(C(C(CC(=O)C1=C(C=CC=C1F)Cl)=O)=[N+]=[N-])=O